{6-[({[(Z)-(1-methyl-1H-tetrazole-5-yl)(phenyl)methylene]-amino}oxy)methyl]pyridin-2-yl}carbamic acid but-3-yn-1-yl ester C(CC#C)OC(NC1=NC(=CC=C1)CO\N=C(\C1=CC=CC=C1)/C1=NN=NN1C)=O